O1C[C@@H](OC2=NC=CC=C21)C2=CC=C(CN1CCNC(CC1)=O)C=C2 1-{4-[(3S)-2,3-dihydro[1,4]dioxino[2,3-b]pyridin-3-yl]benzyl}-1,4-diazepan-5-one